tert-butyl 4-(4-(4-((6-(difluoromethyl)nicotinamido)methyl)-3-methylphenyl)pyridin-3-yl)piperazine-1-carboxylate FC(C1=NC=C(C(=O)NCC2=C(C=C(C=C2)C2=C(C=NC=C2)N2CCN(CC2)C(=O)OC(C)(C)C)C)C=C1)F